6-[4-(3H-[1,2,3]triazol-4-yl)-phenyl]-pyrimidin N1=NNC(=C1)C1=CC=C(C=C1)C1=CC=NC=N1